cis-1-benzyl-3-(4-(methoxycarbonyl)phenyl)cyclohexane-1-carboxylic acid C(C1=CC=CC=C1)[C@@]1(C[C@H](CCC1)C1=CC=C(C=C1)C(=O)OC)C(=O)O